(trans)-2-[[2-[(7-chloro-1-hydroxy-3H-2,1-benzoxaborol-5-yl)amino]-5-(trifluoromethyl)pyrimidin-4-yl]amino]cyclopentanecarbonitrile ClC1=CC(=CC=2COB(C21)O)NC2=NC=C(C(=N2)N[C@H]2[C@@H](CCC2)C#N)C(F)(F)F